COC1=C(C=CC(=C1)OC)CN(C1=NC(=C(C2=C1N=C(N2)CCCC)SC2=C(C=C(C=C2)CN(C)C)O)C)CC2=C(C=C(C=C2)OC)OC 2-[[4-[bis[(2,4-dimethoxyphenyl)methyl]amino]-2-butyl-6-methyl-1H-imidazo[4,5-c]pyridin-7-yl]sulfanyl]-5-[(dimethylamino)methyl]phenol